4-[6-(7,8-dimethyl-[1,2,4]triazolo[4,3-b]pyridazin-6-yl)-7,8-dihydro-5H-1,6-naphthyridin-3-yl]-3,5-dimethyl-isoxazole CC1=C(C=2N(N=C1N1CC=3C=C(C=NC3CC1)C=1C(=NOC1C)C)C=NN2)C